FC/C=C/C(=O)NCC=1N=C(C=2N(C1)C=CN2)C2=C(C=C(C=C2)C(F)(F)F)F (E)-4-fluoro-N-((8-(2-fluoro-4-(trifluoromethyl)phenyl)imidazo[1,2-a]pyrazin-6-yl)methyl)but-2-enamide